FC=1C=C2CCC(C2=C(C1)F)NC(OC(C)(C)C)=O tert-Butyl 5,7-difluoro-2,3-dihydro-1H-inden-1-ylcarbamate